6-(4-(7-(4-methylpiperazin-1-yl)quinoxalin-2-yl)-1H-pyrazol-1-yl)hexan-1-amine CN1CCN(CC1)C1=CC=C2N=CC(=NC2=C1)C=1C=NN(C1)CCCCCCN